8-fluoro-2,3,4,5-tetrahydro-1H-benzo[4,5]thieno[2,3-d]azepine FC1=CC2=C(C3=C(CCNCC3)S2)C=C1